2-(benzylidene)octanol C(C1=CC=CC=C1)=C(CO)CCCCCC